N-(6-(((3S,4R)-4-acrylamidotetrahydro-furan-3-yl)amino)-2-(2,6-dichloro-3,5-dimethoxyphenyl)pyrido[3,4-d]pyrimidin-4-yl)cyclopropanecarboxamide C(C=C)(=O)N[C@@H]1[C@@H](COC1)NC1=CC2=C(N=C(N=C2NC(=O)C2CC2)C2=C(C(=CC(=C2Cl)OC)OC)Cl)C=N1